C(C(=C)C)(=O)OCCOCCOCCOCCOCCOCCOCCOCCOC octaethylene glycol methyl ether methacrylate